2-(3-bromophenyl)-2,2-difluoroacetic acid ethyl ester C(C)OC(C(F)(F)C1=CC(=CC=C1)Br)=O